C(C)(C)(C)OC(=O)N1C(CCC1)C=1N2C(=NN1)C[C@H](C2)C2=C(C(=CC=C2O)Cl)Cl ((S)-6-(2,3-dichloro-6-hydroxyphenyl)-6,7-dihydro-5H-pyrrolo[2,1-c][1,2,4]triazol-3-yl)pyrrolidine-1-carboxylic acid tert-butyl ester